ClC1=C(C2=C(CC(CO2)N)C=C1F)F 7-chloro-6,8-difluoro-3,4-dihydro-2H-1-benzopyran-3-amine